ClC1=NC(=CC(=N1)N[C@@H]1C[C@@H](CCC1)N)C=1OC=CC1 |r| (+/-)-cis-N1-(2-chloro-6-(furan-2-yl)pyrimidin-4-yl)cyclohexane-1,3-diamine